N[C@@H]1C[C@H](C2=CC(=C3C=C(N=CC3=C21)C2CC2)S(NCC(C)C)(=O)=O)NC(=O)C=2C=NC=CC2 |r| N-[trans-(7RS,9RS)-9-amino-3-cyclopropyl-5-(2-methylpropylsulfamoyl)-8,9-dihydro-7H-cyclopenta[h]isoquinolin-7-yl]pyridine-3-carboxamide